COC=1C=C(C=C(C1)OC)C1=CC(=NN1C=1C=CC=C2C=NN(C12)C)C(=O)OC Methyl 5-(3,5-dimethoxyphenyl)-1-(1-methyl-1H-indazol-7-yl)-1H-pyrazole-3-carboxylate